2-(allyloxy)propanoic acid C(C=C)OC(C(=O)O)C